(rac)-6-(3-(trifluoromethoxy)phenyl)-2-azaspiro[3.4]Octane hydrochloride Cl.FC(OC=1C=C(C=CC1)[C@H]1CC2(CNC2)CC1)(F)F |r|